FCC(=O)CC#C fluoromethyl-propargyl ketone